2-AMINO-5-FLUOROBENZALDEHYDE NC1=C(C=O)C=C(C=C1)F